6-amino-9-(4-((4-(aminomethyl)piperidin-1-yl)methyl)-2-methoxybenzyl)-2-ethoxy-9H-purin-8-ol NC1=C2N=C(N(C2=NC(=N1)OCC)CC1=C(C=C(C=C1)CN1CCC(CC1)CN)OC)O